NC1=C(C(=NN1C1CC(C2=CC=CC=C12)O)C1=CC=C(C=C1)CNC(C1=C(C=CC=C1)OC)=O)C(=O)N 5-Amino-1-(3-hydroxyindan-1-yl)-3-[4-[[(2-methoxybenzoyl)amino]methyl]phenyl]pyrazole-4-carboxamide